CC(C(C(=O)OCCC(=C(F)F)F)N1N=C(C=C1)C)C 3,4,4-trifluorobut-3-en-1-yl 3-methyl-2-(3-methyl-1H-pyrazol-1-yl)butanoate